7-bromo-5-(1-(cyclohexylmethyl)-6-(2-methylpiperidin-1-yl)-1H-benzo[d]imidazol-2-yl)-3-methylbenzo[d]isoxazole BrC1=CC(=CC=2C(=NOC21)C)C2=NC1=C(N2CC2CCCCC2)C=C(C=C1)N1C(CCCC1)C